CN(C1C[C@H]2CC[C@@H](C1)N2C(=O)OC(C)(C)C)C2=CC1=NNC=C1S2 tert-butyl (1R,3R,5S)-3-[methyl(2H-thieno[3,2-c]pyrazol-5-yl)amino]-8-azabicyclo[3.2.1]octane-8-carboxylate